[1-(3-Amino-5-trifluoromethyl-phenyl)-ethyl]-(8-fluoro-7-morpholin-4-yl-imidazo[1,2-a]quinazolin-5-yl)-amine NC=1C=C(C=C(C1)C(F)(F)F)C(C)NC1=NC=2N(C3=CC(=C(C=C13)N1CCOCC1)F)C=CN2